4-{3-[2-(1-methylpyrazol-4-yl)ethyl]imidazol-4-yl}benzonitrile CN1N=CC(=C1)CCN1C=NC=C1C1=CC=C(C#N)C=C1